[C].[N].[Ti].[Cu] copper titanium nitrogen carbon